2-bromo-6-((6,7-dimethylpyrazolo[1,5-a]pyridin-3-yl)(imino)methyl)phenol BrC1=C(C(=CC=C1)C(=N)C=1C=NN2C1C=CC(=C2C)C)O